C(C1=CC=CC=C1)OC=1C(=CC2=C(NC([C@H]3N(C2=O)C[C@H](C3)O[Si](C)(C)C(C)(C)C)=O)C1)OC (2S,11aS)-8-(benzyloxy)-2-((tert-butyldimethylsilyl)oxy)-7-methoxy-1,2,3,11a-tetrahydro-5H-benzo[e]pyrrolo[1,2-a][1,4]diazepine-5,11(10H)-dione